NC=1C=2N(C3=CC(=C(C=C3N1)F)C(=O)N(CC1=C(C=C(C=C1)C(F)(F)F)F)[C@H](C)C#N)C=NC2 4-amino-N-[(1R)-1-cyanoethyl]-7-fluoro-N-[[2-fluoro-4-(trifluoromethyl)phenyl]methyl]imidazo[1,5-a]quinoxaline-8-carboxamide